F[C@H]1CN(CC[C@H]1OC)C1=NC=CC(=N1)NC=1N=CC2=C(C=C(C(=C2C1)C(C)C)[C@@H]1N(CCC1)C(C#CC)=O)N1CC(C1)CS(=O)(=O)C 1-((R)-2-(3-((2-((3S,4R)-3-fluoro-4-methoxypiperidin-1-yl)pyrimidin-4-yl)amino)-5-isopropyl-8-(3-((methylsulfonyl)methyl)azetidin-1-yl)isoquinolin-6-yl)pyrrolidin-1-yl)but-2-yn-1-one